CN1N=C(C(=C1C)C(C)N)C 1-(1,3,5-trimethyl-1H-pyrazol-4-yl)ethan-1-amine